FC=1C(=NN(C1NCC1=CC=C(C=C1)C(N)=N)C(C1=C(C=CC=C1)F)=O)C1CNCCC1C(F)(F)F 4-({[4-fluoro-1-(2-fluorobenzoyl)-3-[4-(trifluoromethyl)piperidin-3-yl]-1H-pyrazol-5-yl]amino}methyl)benzene-1-carboximidamide